(Z)-2-azido-3-(2-isopropylthiazol-4-yl)prop-2-enoic acid ethyl ester C(C)OC(/C(=C/C=1N=C(SC1)C(C)C)/N=[N+]=[N-])=O